N-(1-methyl-1H-tetrazol-5-yl)-2-(((1-methyl-5-(prop-1-en-2-yl)-1H-1,2,4-triazol-3-yl)methoxy)methyl)-6-(trifluoromethyl)nicotinamide CN1N=NN=C1NC(C1=C(N=C(C=C1)C(F)(F)F)COCC1=NN(C(=N1)C(=C)C)C)=O